2-(2,6-dioxo-3-piperidyl)-4-[4-[4-[[4-[6-[6-(1-methylcyclopropoxy)-1H-indazol-3-yl]pyrimidin-4-yl]piperazin-1-yl]methyl]-1-piperidyl]butylamino]isoindoline-1,3-dione O=C1NC(CCC1N1C(C2=CC=CC(=C2C1=O)NCCCCN1CCC(CC1)CN1CCN(CC1)C1=NC=NC(=C1)C1=NNC2=CC(=CC=C12)OC1(CC1)C)=O)=O